C(C)(C)(C)OC(=O)NCCCC(=O)O 4-((tert-butyloxycarbonyl)amino)butanoic acid